BrC1=C(OCCO[Si](C)(C)C(C)(C)C)C=CC(=C1F)F (2-(2-bromo-3,4-difluorophenoxy)ethoxy)(t-butyl)dimethylsilane